6-amino-5-(3-methoxy-2,6-dimethylphenyl)-2-methyl-5H-pyrrolo[2,3-b]pyrazine-7-carboxamide NC1=C(C=2C(=NC=C(N2)C)N1C1=C(C(=CC=C1C)OC)C)C(=O)N